N[C@H]1CCC2=C(C(=C(S2)NC(=O)[C@@H]2C(C2)(F)F)C(=O)OCC)C1 ethyl (5S)-5-amino-2-[[(1R)-2,2-difluorocyclopropanecarbonyl]amino]-4,5,6,7-tetrahydrobenzothiophene-3-carboxylate